N-(3,5-dichloropyrazin-2-yl)-2-methyl-propanamide ClC=1C(=NC=C(N1)Cl)NC(C(C)C)=O